3-(4-ethoxy-3-methoxy-phenyl)-5-(4-piperidyl)-1,2,4-oxadiazole hydrochloride Cl.C(C)OC1=C(C=C(C=C1)C1=NOC(=N1)C1CCNCC1)OC